C(C)C(CN1CCOCC1)(CN1CCOCC1)[N+](=O)[O-] 4,4'-(2-ethyl-2-nitropropane-1,3-diyl)bismorpholine